6-(oxazol-2-yl)thieno[2,3-d]pyrimidine-2,4(1H,3H)-dione O1C(=NC=C1)C1=CC2=C(NC(NC2=O)=O)S1